C[C@H]1N(CCOC1)C1=CC(=C2C(=N1)C(=NS2)C2=CC=NN2C2OCCCC2)C2(CCCCC2)C#N {5-[(3R)-3-methylmorpholin-4-yl]-3-[1-(oxan-2-yl)-1H-pyrazol-5-yl]-[1,2]thiazolo[4,5-b]pyridin-7-yl}cyclohexane-1-carbonitrile